[Al].[Re] Rhenium-Aluminium